CN1N=C2C(=CC(=CC2=C1)C=1SC2=C(N=CN(C2=O)C2CCNCC2)N1)C 2-(2,7-dimethyl-2H-indazol-5-yl)-6-(piperidin-4-yl)thiazolo[4,5-d]pyrimidin-7(6H)-one